isopropyl (R)-2-(3-((benzyloxy)carbonyl)thioureido)-4,4-dimethyl-2-(4-(pyridin-2-yl)phenyl)pentanoate C(C1=CC=CC=C1)OC(=O)NC(N[C@](C(=O)OC(C)C)(CC(C)(C)C)C1=CC=C(C=C1)C1=NC=CC=C1)=S